C(C)OC1=C(C=CC=C1)C1=CC=C(C(=N1)C(=O)N[C@H]1CN(CC1)C)N1[C@@H](CN(CC1)C(=O)C1(CCC1)C(F)(F)F)CC 6-(2-ethoxyphenyl)-3-[(2R)-2-ethyl-4-[1-(trifluoromethyl)cyclobutanecarbonyl]piperazin-1-yl]-N-[(3R)-1-methylpyrrolidin-3-yl]pyridine-2-carboxamide